CN1C=2C(NC(=NC2NCC1CNC1=CC=C(C(N[C@@H](CCC(=O)O)C(=O)O)=O)C=C1)N)=O (L)-5-methyltetrahydrofolic acid